C(C1=CC=CC=C1)OCCOCC(=O)OCC ethyl 2-(2-(benzyloxy)ethoxy)acetate